FC1(CC(C1)(C)CC(=O)NC1=C(C=C(C=C1C)N1CCOC2=C(C1)C=CC(=C2)F)C)F 2-(3,3-Difluoro-1-methylcyclobutyl)-N-(4-(8-fluoro-2,3-dihydrobenzo[f][1,4]oxazepine-4(5H)-yl)-2,6-dimethylphenyl)acetamide